COC(C1=C(C=CC(=C1)\C=C\C(N1C(C=CC1)=O)=O)OC(C)=O)=O (E)-methyl-2-acetoxy-5-(3-oxo-3-(2-oxo-2,5-dihydro-1H-pyrrol-1-yl)prop-1-en-1-yl)benzoate